ClC1=CC(=C(C(=C1)F)NC=1N(C2=NC(=NC=C2N1)NC[C@H]1[C@H](CCCC1)O)C1CCC(CC1)C(=O)N)F (1R,4s)-4-(8-(4-chloro-2,6-difluorophenylamino)-2-(((1S,2S)-2-hydroxycyclohexyl)methylamino)-9H-purin-9-yl)cyclohexanecarboxamide